2-(((7-fluoroquinolin-6-yl)methyl)amino)-5-(((s)-1-(pyrazolo[1,5-a]pyridin-7-yl)ethyl)amino)cyclohexan-1-ol FC1=C(C=C2C=CC=NC2=C1)CNC1C(CC(CC1)N[C@@H](C)C1=CC=CC=2N1N=CC2)O